C(CC)OCCOC(=C)C 2-(propoxymethyl)methoxypropene